BrC1=CC(=C(C=C1)C=1CCN(CC1)C)F 4-(4-bromo-2-fluoro-phenyl)-1-methyl-3,6-dihydro-2H-pyridine